CCN(CC)CCNC(=O)C1=CC(=C(C=C1OC)N)Cl.O.Cl The molecule is a hydrate that is the monohydrate form of metoclopramide monohydrochloride. It has a role as a gastrointestinal drug, a dopaminergic antagonist and an antiemetic. It is a hydrate and a hydrochloride. It contains a metoclopramide(1+).